(R)-2-amino-5,5-difluoro-N-(4-fluorobicyclo[2.2.2]octan-1-yl)hexanamide N[C@@H](C(=O)NC12CCC(CC1)(CC2)F)CCC(C)(F)F